2-(tert-butyl)-6-chloropyridine C(C)(C)(C)C1=NC(=CC=C1)Cl